FC=1C(=C2C(=NC(=NN2C1)N[C@H]1[C@@H](CN(CC1)C1COC1)F)OC)C=1C=CC2=C(N(N=N2)C[C@H](C)F)C1 6-fluoro-N-((3R,4R)-3-fluoro-1-(oxetan-3-yl)piperidin-4-yl)-5-(1-((S)-2-fluoropropyl)-1H-benzo[d][1,2,3]triazol-6-yl)-4-methoxypyrrolo[2,1-f][1,2,4]triazin-2-amine